DL-mandelic acid anion C(C(O)C1=CC=CC=C1)(=O)[O-]